2-((S)-4-((R)-4-chloro-2'-(((S)-4-methylmorpholin-3-yl)methoxy)-2,3,5',8'-tetrahydro-6'H-spiro[indene-1,7'-quinazolin]-4'-yl)-1-(2-fluoroacryloyl)piperazin-2-yl)acetonitrile ClC1=C2CC[C@@]3(CCC=4C(=NC(=NC4C3)OC[C@H]3N(CCOC3)C)N3C[C@@H](N(CC3)C(C(=C)F)=O)CC#N)C2=CC=C1